C=C(O)[C@@H](N)CC1=CC=C(O)C(O)=C1 carbadopa